4-(6-(4-Acryloylpiperazin-1-yl)pyridin-3-yl)-6-(3-hydroxy-3-methylazetidin-1-yl)pyrazolo[1,5-a]pyridine-3-carbonitrile C(C=C)(=O)N1CCN(CC1)C1=CC=C(C=N1)C=1C=2N(C=C(C1)N1CC(C1)(C)O)N=CC2C#N